1,10-diaminodecane toluenesulfonate C(C1=CC=CC=C1)S(=O)(=O)O.NCCCCCCCCCCN